N1=CC(=CC=C1)OCCN1N=C(C=C1)C(=O)OC methyl 1-(2-(pyridin-3-yloxy)ethyl)-1H-pyrazole-3-carboxylate